C1(CC1)C=1C=CC=2N(C1)C=C(N2)[C@@H]2N(C[C@H](C2)O)C2=CC(=NC=N2)NC(=O)[C@@H]2[C@H](C2)C2=NC=CC(=C2F)C |&1:27,28| rac-(1S*,2S*)-N-(6-((2R,4S)-2-(6-cyclopropylimidazo[1,2-a]pyridin-2-yl)-4-hydroxypyrrolidin-1-yl)pyrimidin-4-yl)-2-(3-fluoro-4-methylpyridin-2-yl)cyclopropane-1-carboxamide